(1R,3S)-3-(3-((5-cyano-3-methylpyrazin-2-yl)amino)-1H-pyrazol-5-yl)cyclopentyl (1-methylcyclopropyl)carbamate CC1(CC1)NC(O[C@H]1C[C@H](CC1)C1=CC(=NN1)NC1=NC=C(N=C1C)C#N)=O